NC=1C=C(C=C(C1)C(F)(F)F)[C@@H](C)NC(=O)C=1C=2N(N=C(C1)N1CCC(CC1)(C)C#N)C[C@H](N2)C (R)-N-((R)-1-(3-amino-5-(trifluoromethyl)phenyl)ethyl)-6-(4-cyano-4-methylpiperidin-1-yl)-2-methyl-2,3-dihydroimidazo[1,2-b]pyridazine-8-carboxamide